(2S,4R)-N-((S)-1-(3-chloro-4-(4-methylthiazol-5-yl)phenyl)ethyl)-1-((S)-3,3-dimethyl-2-(2-(piperidin-4-ylmethoxy)acetamido)butanoyl)-4-hydroxypyrrolidine-2-carboxamide ClC=1C=C(C=CC1C1=C(N=CS1)C)[C@H](C)NC(=O)[C@H]1N(C[C@@H](C1)O)C([C@H](C(C)(C)C)NC(COCC1CCNCC1)=O)=O